p-aminoethylbenzene NCCC1=CC=CC=C1